5-methoxy-4-({6-[(1R,2S)-5'-methoxy-2'-oxo-1',2'-dihydrospiro[cyclopropane-1,3'-indol]-2-yl]-1H-indazol-3-yl}amino)-N,2-dimethylbenzene-1-sulfonamide COC=1C(=CC(=C(C1)S(=O)(=O)NC)C)NC1=NNC2=CC(=CC=C12)[C@@H]1C[C@@]12C(NC1=CC=C(C=C21)OC)=O